4-chloro-7,7-dimethyl-10-(4,7-diazaspiro[2.5]octan-7-yl)indolo[1,2-a]quinazolin-5(7H)-one ClC=1C=2C(N=C3N(C2C=CC1)C1=CC(=CC=C1C3(C)C)N3CCNC1(CC1)C3)=O